Pyridine-5-Carboxylic acid N1=CC=CC(=C1)C(=O)O